[(1R,2S,4R)-4-{[5-({4-[(Benzylamino)methyl]-2-thienyl}carbonyl)pyrimidin-4-yl]amino}-2-hydroxycyclopentyl]methyl sulfamate S(N)(OC[C@@H]1[C@H](C[C@@H](C1)NC1=NC=NC=C1C(=O)C=1SC=C(C1)CNCC1=CC=CC=C1)O)(=O)=O